1,2-bis(tert-butyl-peroxy)cyclohexane methyl(3-methylpiperidin-4-yl)carbamate CN(C(O)=O)C1C(CNCC1)C.C(C)(C)(C)OOC1C(CCCC1)OOC(C)(C)C